CC(=CCC/C(=C/CC/C(=C/CC/C(=C/CC/C(=C/COP(=O)([O-])OP(=O)([O-])[O-])/C)/C)/C)/C)C The molecule is the trianion resulting from the removal of the three protons from the diphosphate group of all-trans-pentaprenyl diphosphate; major species at pH 7.3. It is a conjugate base of an all-trans-pentaprenyl diphosphate.